NC[C@@]1([C@@H]2CCN(C[C@H]12)C1=CN=C2C(=N1)NN=C2C2=C1C=CN(C(C1=C(C=C2)F)=O)C)C2=C(C=CC=C2)F 5-(6-((1S,6R,7R)-7-(aminomethyl)-7-(2-fluorophenyl)-3-azabicyclo[4.1.0]heptan-3-yl)-1H-pyrazolo[3,4-b]pyrazin-3-yl)-8-fluoro-2-methylisoquinolin-1(2H)-one